7-(4-isopropylphenyl)-5-[(2-methylene-3-oxo-butyl)amino]-2,3-dihydrobenzofuran-4-carbonitrile C(C)(C)C1=CC=C(C=C1)C=1C=C(C(=C2CCOC21)C#N)NCC(C(C)=O)=C